COC1=C(C(NC(=C1)C)=O)CNC(=O)C1=C(N(C2=CC=CC=C12)[C@H](C)C1CCN(CC1)CC(F)(F)F)C N-[(4-methoxy-6-methyl-2-oxo-1H-pyridin-3-yl)methyl]-2-methyl-1-[(R)-1-[1-(2,2,2-trifluoroethyl)piperidin-4-yl]ethyl]indole-3-carboxamide